OC1(CC(C1)C(=O)N1CC2(C1)CC(C2)C2=CC=C1C(=N2)N(C=C1)C)C ((1s,3s)-3-Hydroxy-3-methylcyclobutyl)(6-(1-methyl-1H-pyrrolo[2,3-b]pyridin-6-yl)-2-azaspiro[3.3]heptan-2-yl)methanon